4-(7-phenyl-4-(2-(pyridin-2-yl)ethoxy)-6,7-dihydro-5H-pyrrolo[2,3-d]pyrimidin-2-yl)morpholine C1(=CC=CC=C1)N1CCC2=C1N=C(N=C2OCCC2=NC=CC=C2)N2CCOCC2